IC=1C=C(C=CC1)CN (3-Iodophenyl)methanamine